C(#N)C=1C=CC2=CN(N=C2C1)C(C(=O)OCC)C1=C2C=CN(C2=C(C=C1OC)C)C(=O)OC(C)(C)C tert-butyl 4-(1-(6-cyano-2H-indazol-2-yl)-2-ethoxy-2-oxoethyl)-5-methoxy-7-methyl-1H-indole-1-carboxylate